CC1NC2=CC(=CC=C2C1)S(=O)(=O)N 2-methyl-indoline-6-sulfonamide